C(C=C)(=O)OCCCCCCCCCCCCCCCCCC[Si](Br)(Br)Br acryloxyoctadecyltribromosilane